tri-hydroxytrimethyl-glutaryl-CoA OC(C(C(C(=O)SCCNC(CCNC([C@@H](C(COP(OP(OC[C@@H]1[C@H]([C@H]([C@@H](O1)N1C=NC=2C(N)=NC=NC12)O)OP(=O)(O)O)(=O)O)(=O)O)(C)C)O)=O)=O)(C)C)(C)O)(C(=O)O)O